8-fluoro-6-hydroxy-N-(3-methoxypropyl)-7-(1,1,4-trioxo-1λ6,2,5-thiadiazolidin-2-yl)-3,4-dihydroisoquinoline-2(1H)-carboxamide FC=1C(=C(C=C2CCN(CC12)C(=O)NCCCOC)O)N1S(NC(C1)=O)(=O)=O